(R)-N-methyl-3-((6-oxo-5,6-dihydropyrido[3,2-e]pyrrolo[1,2-a]pyrazin-3-yl)methyl)-2,3,4,4a,5,6-hexahydro-1H-pyrazino[1,2-a]quinoline-8-carboxamide CNC(=O)C=1C=C2CC[C@H]3N(C2=CC1)CCN(C3)CC3=CC=1NC(C=2N(C1N=C3)C=CC2)=O